The molecule is an icosanoid anion that is the conjugate base of 5-hydroperoxy-15-HETE, obtained by deprotonation of the carboxy group; major species at pH 7.3. It is an icosanoid anion, a long-chain fatty acid anion, a polyunsaturated fatty acid anion, a hydroperoxy fatty acid anion, a hydroxy fatty acid anion and a hydroperoxy(hydroxy)icosatetraenoate. It is a conjugate base of a 5-hydroperoxy-15-HETE. CCCCCC(/C=C/C=C\\C/C=C\\C=C\\C(CCCC(=O)[O-])OO)O